2-(4-(4-fluoro-2,6-dimethylphenoxy)-3-(4,4,5,5-tetramethyl-1,3,2-dioxaborolan-2-yl)phenyl)propan-2-ol FC1=CC(=C(OC2=C(C=C(C=C2)C(C)(C)O)B2OC(C(O2)(C)C)(C)C)C(=C1)C)C